trans-2-butenal diethylacetal C(C)OC(\C=C\C)OCC